ClC1=CC=C(C=C1)N1C(CCC1=O)CC#N 2-[1-(4-chlorophenyl)-5-oxopyrrolidin-2-yl]acetonitrile